5-methyl-1-(4-(4-(6-(piperazine-1-carbonyl)spiro[3.3]heptane-2-yl)benzyl)phenyl)-1H-1,2,4-triazole-3-carboxamide CC1=NC(=NN1C1=CC=C(C=C1)CC1=CC=C(C=C1)C1CC2(C1)CC(C2)C(=O)N2CCNCC2)C(=O)N